[C@@H]12[C@@H](C[C@@H](CC1)C2)NC(CN2C(C(=CC=C2)NC([C@H](CC/C=C/C(=O)OC)NC(=O)C2=CN=NN2C)=O)=O)=O (S,E)-methyl 7-(1-(2-((1R,2R,4S)-bicyclo[2.2.1]heptan-2-ylamino)-2-oxoethyl)-2-oxo-1,2-dihydropyridin-3-ylamino)-6-(1-methyl-1H-1,2,3-triazole-5-carboxamido)-7-oxohept-2-enoate